5-(1-methylcyclopropyl)-1,3,4-oxadiazol CC1(CC1)C1=NN=CO1